CNC1C(CC1)NC N,N'-dimethyl-1,2-cyclobutanediamine